methyl-3-(4-fluorophenyl)-2-iodo-3-methyltetrahydro-1H-pyrrolizine CC1C(C(N2CCCC12)(C)C1=CC=C(C=C1)F)I